N-[5-[2-methyl-5-[[(1S,5R)-9-(trideuteriomethyl)-3-oxa-9-azabicyclo[3.3.1]nonan-7-yl]oxy]-4-pyridyl]pyrazolo[1,5-a]pyridin-2-yl]cyclopropanecarboxamide CC1=NC=C(C(=C1)C1=CC=2N(C=C1)N=C(C2)NC(=O)C2CC2)OC2C[C@@H]1COC[C@H](C2)N1C([2H])([2H])[2H]